FC1(CCC1)CNC1=NN2C(C=N1)=C(C=C2)C=2C=C1N=CC=NC1=CC2 N-((1-fluorocyclobutyl)methyl)-5-(quinoxalin-6-yl)pyrrolo[2,1-f][1,2,4]triazin-2-amine